NC=1C(=NN(C1C(=O)OC)C)C(=O)OC dimethyl 4-amino-1-methyl-1H-pyrazole-3,5-dicarboxylate